NC1=C(C=C(C=N1)C=1C=C2C=CC(=C(C2=CC1)NCC(C#N)=C)OC)Cl 2-({[6-(6-amino-5-chloropyridin-3-yl)-2-methoxynaphthalen-1-yl]amino}methyl)prop-2-enenitrile